isopropyl (S)-6-diazo-2-((S)-2-hydroxypentanamido)-5-oxohexanoate [N+](=[N-])=CC(CC[C@@H](C(=O)OC(C)C)NC([C@H](CCC)O)=O)=O